methyl 3-(3-bromophenyl)-3-hydroxycyclobutane-1-carboxylate BrC=1C=C(C=CC1)C1(CC(C1)C(=O)OC)O